N-(1-(1-(4-fluoronaphthalen-1-yl)ethyl)piperidin-4-yl)methylsulfonamido-N-(2-oxo-2-(prop-2-yn-1-ylamino)ethyl)acetamide FC1=CC=C(C2=CC=CC=C12)C(C)N1CCC(CC1)CS(=O)(=O)NN(C(C)=O)CC(NCC#C)=O